5-(benzyloxy)-3,4,6-trimethylpyridin-2-amine C(C1=CC=CC=C1)OC=1C(=C(C(=NC1C)N)C)C